methyl 2-(6'-bromo-1',3'-dioxo-spiro[cyclopropane-1,4'-isoquinoline]-2'-yl)acetate BrC=1C=C2C3(C(N(C(C2=CC1)=O)CC(=O)OC)=O)CC3